BrCC#C 1-bromo-2-propyne